C(C=C)C=1C(=C(C=CC1)P(O)(=O)O)CC=C.C1(=CC=CC=C1)P(OCC=C)(OCC=C)=O diallyl phenylphosphonate (diallyl benzenephosphonate)